C(C)(C)(C)[C@@H]1CC[C@@H](CC1)OC1=NN(C=2C1=NC(=CC2)N(C(C#CC)=O)C2=C(C=C(C(=C2)C)Br)C2CC2)C tert-butyl-(cis)-4-((5-(N-(4-bromo-2-cyclopropyl-5-methylphenyl)but-2-ynamido)-1-methyl-1H-pyrazolo[4,3-b]pyridin-3-yl)oxy)cyclohexane